S(=O)(=O)(O)C1=CC=C(C)C=C1.C1N[C@@H](CC2=CC=CC=C12)C1=CC=CC=C1CC(=O)O (S)-(-)-1,2,3,4-tetrahydro-3-isoquinolinebenzyl-carboxylate tosylate